FC=1C=C(C(=O)NCC2CCC(CC2)N2N=C3C=C(C=CC3=C2)C2=CN(C(C=C2)=O)C)C=C(C1O)F 3,5-difluoro-4-hydroxy-N-({(1r,4r)-4-[6-(1-methyl-6-oxo-1,6-dihydropyridin-3-yl)-2H-indazol-2-yl]cyclohexyl}methyl)benzamide